tert-Butyl N-[3-cyano-7-fluoro-4-[5-fluoro-3-[[(2S,4S)-4-fluoro-1-methyl-pyrrolidin-2-yl]methoxy]-7,9-dihydrofuro[3,4-f]quinazolin-6-yl]thieno[3,2-c]pyridin-2-yl]carbamate C(#N)C1=C(SC2=C1C(=NC=C2F)C=2C1=C(C=3C=NC(=NC3C2F)OC[C@H]2N(C[C@H](C2)F)C)COC1)NC(OC(C)(C)C)=O